OC[C@H]1O[C@H]([C@@H]([C@H]([C@@H]1O)O)O)N1C=CC2=CC=CC=C12 (2r,3s,4s,5r,6r)-2-hydroxymethyl-6-(1H-indol-1-yl)tetrahydro-2H-pyran-3,4,5-triol